methyl (2S)-2-(tert-butoxycarbonylamino)-3-[(3S)-2-oxo-1H-pyrido[3,4-b][1,4]oxazin-3-yl]propanoate C(C)(C)(C)OC(=O)N[C@H](C(=O)OC)C[C@H]1C(NC2=C(O1)C=NC=C2)=O